(5-chloro-4-(trifluoromethyl)-1H-pyrrol-2-yl)-2-((4-chlorobenzyl)oxy)-4-((4-methoxybenzyl)oxy)pyridine ClC1=C(C=C(N1)C=1C(=NC=CC1OCC1=CC=C(C=C1)OC)OCC1=CC=C(C=C1)Cl)C(F)(F)F